8-fluoro-2-(4-(methylsulfonyl)phenyl)-6-(1-(1-(tetrahydro-2H-pyran-4-yl)azepan-4-yl)piperidin-4-yl)imidazo[1,2-a]pyridine FC=1C=2N(C=C(C1)C1CCN(CC1)C1CCN(CCC1)C1CCOCC1)C=C(N2)C2=CC=C(C=C2)S(=O)(=O)C